OC[C@]1(C(N2C3=C(N=C(N=C3N1C)NCC=1C=NC(=CC1)OCCN1N=C(C=C1OC)C(F)(F)F)CCC2)=O)C (S)-5-(hydroxymethyl)-2-(((6-(2-(5-methoxy-3-(trifluoromethyl)-1H-pyrazol-1-yl)ethoxy)pyridin-3-yl)methyl)amino)-4,5-dimethyl-4,5,9,10-tetrahydro-6H,8H-pyrido[3,2,1-de]pteridine-6-one